N-(3-(2-cyanopropan-2-yl)-5-((2-(dimethylamino)ethyl)(methyl)amino)phenyl)-2-fluoro-4-methyl-5-((8-((1-methyl-1H-pyrazol-4-yl)amino)imidazo[1,2-a]pyridin-3-yl)ethynyl)benzamide C(#N)C(C)(C)C=1C=C(C=C(C1)N(C)CCN(C)C)NC(C1=C(C=C(C(=C1)C#CC1=CN=C2N1C=CC=C2NC=2C=NN(C2)C)C)F)=O